FC(C1CC2(C1)CC(N(CC2)CC2=C1C=CNC1=C(C=C2OC)C)C2=CC=C(C(=O)O)C=C2)F 4-(2-(difluoromethyl)-7-((5-methoxy-7-methyl-1H-indol-4-yl)methyl)-7-azaspiro[3.5]nonan-6-yl)benzoic acid